urea dihydrate O.O.NC(=O)N